ClC1=CC=C(CN2C(=NC=3N(C(N(C(C23)=O)CCCO)=O)CC)OC2=C(C=CC=C2)Cl)C=C1 7-(4-chlorobenzyl)-8-(2-chlorophenoxy)-3-ethyl-1-(3-hydroxypropyl)-1H-purine-2,6(3H,7H)-dione